dipalmitoylethyl-hydroxyethylammonium C(CCCCCCCCCCCCCCC)(=O)[N+](CCO)(CC)C(CCCCCCCCCCCCCCC)=O